C(C)(C)(C)OC(NC=1C(N(C2=C(C=C(C=C2N1)Br)OC1CCC(CC1)NC1=NC=CC=N1)C)=O)=O 6-bromo-1-methyl-8-[4-(pyrimidin-2-ylamino)cyclohexyloxy]Quinoxalin-2-onecarbamic Acid t-Butyl Ester